(R)-3-(3-fluoro-5-(3-(trifluoromethyl)phenoxy)phenyl)isoxazolidine FC=1C=C(C=C(C1)OC1=CC(=CC=C1)C(F)(F)F)[C@@H]1NOCC1